2-hydroxy-2-(2-methoxy-2-oxoethyl)-3-tetradecylbutanedioic acid OC(C(=O)O)(C(C(=O)O)CCCCCCCCCCCCCC)CC(=O)OC